Methyl 2-(4-hydroxypentyl)-2-phenylacetate OC(CCCC(C(=O)OC)C1=CC=CC=C1)C